N-(4-((2-(1,1-difluoroethyl)-6-methylpyrimidin-4-yl)amino)-5-methoxypyridin-2-yl)acetamide FC(C)(F)C1=NC(=CC(=N1)NC1=CC(=NC=C1OC)NC(C)=O)C